Cl.S1C(=CC2=NC=CC(=C21)N)N thieno[3,2-b]pyridine-2,7-diamine hydrochloride